Cl.FC(C=1C=CC2=C(O[C@H]3CC(N[C@@H]2C3)([2H])[2H])C1)(F)F (2S,6R)-9-(trifluoromethyl)-3,4,5,6-tetrahydro-2H-2,6-methanobenzo[b][1,5]oxazocine-4,4-d2 hydrochloride